methyl 4-(2,5-dichlorophenyl)-6-methylpyridine-3-carboxylate ClC1=C(C=C(C=C1)Cl)C1=C(C=NC(=C1)C)C(=O)OC